butyl(hex-5-en-1-yloxy)dimethylsilane C(CCC)[Si](C)(C)OCCCCC=C